ClC=1C=C(C=CC1F)[C@@H](CO)NC(=O)NC=1C=NN(C1)C1=NC(=NC=C1C)NC1=C(C=C(C=C1)F)Cl (S)-1-(1-(3-chloro-4-fluorophenyl)-2-hydroxyethyl)-3-(1-(2-((2-chloro-4-fluorophenyl)amino)-5-methylpyrimidin-4-yl)-1H-pyrazol-4-yl)urea